C(C)(C)(C)C1=NN(C=C1)C1=NC(=CC(=N1)Cl)Cl 2-(3-(tert-butyl)-1H-pyrazol-1-yl)-4,6-dichloropyrimidine